CC(CCC(C(=O)O)C1=CNC2=CC=CC=C12)CC α-(3-Methyl-1-pentyl)-3-indoleacetic Acid